2-(1-methylbutyl)-5-methylphenol, sodium salt [Na].CC(CCC)C1=C(C=C(C=C1)C)O